Pentyl (1-((2R,3R,4S,5R)-2-Cyano-3,4-dihydroxy-5-(hydroxymethyl)tetrahydrofuran-2-yl)-2-oxo-1,2-dihydropyrimidin-4-yl)carbamate C(#N)[C@]1(O[C@@H]([C@H]([C@H]1O)O)CO)N1C(N=C(C=C1)NC(OCCCCC)=O)=O